9-((2-(3-((2-methoxy-4-(methylsulfonyl) phenyl) amino) prop-1-yn-1-yl)-3-(2,2,2-trifluoroethyl) benzo[b]thiophen-7-yl) amino)-3,7-diazabicyclo[3.3.1]nonane-3,7-dicarboxylate COC1=C(C=CC(=C1)S(=O)(=O)C)NCC#CC1=C(C2=C(S1)C(=CC=C2)NC2C1CN(CC2CN(C1)C(=O)[O-])C(=O)[O-])CC(F)(F)F